C1(CC1)C1=NC=NC(=C1C1=C2C(=NC=N1)N(C(N(C2=O)C)=O)CC2=CC=C(C=C2)C=2N(C=C(N2)C(F)(F)F)C(C)C)OC (4-cyclopropyl-6-methoxypyrimidin-5-yl)-1-({4-[1-isopropyl-4-(trifluoromethyl)imidazol-2-yl]phenyl}methyl)-3-methylpyrimido[4,5-d][1,3]diazine-2,4-dione